C(C)(C)(C)OC(=O)N[C@H](C(=O)O)CCN(CCCCC1=NC=2NCCCC2C=C1)CCF (S)-2-((tert-butoxycarbonyl)amino)-4-((2-fluoroethyl)(4-(5,6,7,8-tetrahydro-1,8-naphthyridin-2-yl)butyl)amino)butanoic acid